(4-aminoPhenyl)phosphonic acid NC1=CC=C(C=C1)P(O)(O)=O